2-fluoro-N-(6-(4-methyl-6-(trifluoromethyl)pyridin-3-yl)benzo[d]thiazol-2-yl)cyclopropane-1-carboxamide FC1C(C1)C(=O)NC=1SC2=C(N1)C=CC(=C2)C=2C=NC(=CC2C)C(F)(F)F